BrC1=C(C=CC=C1)S(=O)(=O)N1[C@]2(C(C3=CC=CC=C13)(O)O)OC(C=C2C2=CC(=CC=C2)F)=O (2S,3'S)-1'-((2-bromophenyl)sulfonyl)-3'-hydroxy-3-(3-fluorophenyl)-3'-hydroxy-5H-spiro[furan-2,2'-indoline]-5-one